C(CC)OC(CC(CCCCCC)SC1=NC(=NC(=N1)Cl)SCCCCCCCCCCCCCCCC)=O 3-((4-chloro-6-(hexadecylthio)-1,3,5-triazin-2-yl)thio)nonanoic acid propyl ester